BrC1=CC=C(S1)C1N(CC(CC1)C)C(C(=O)NC=1C=C(C(=NC1)NC(OC(C)(C)C)=O)C)=O tert-Butyl N-[5-[[2-[2-(5-bromo-2-thienyl)-5-methyl-1-piperidyl]-2-oxo-acetyl]amino]-3-methyl-2-pyridyl]carbamate